N-{(R)-4-[(3R,4R,5S)-3-amino-4-hydroxy-5-methylpiperidin-1-yl]-7-hydroxy-6,7-dihydro-5H-cyclopenta[b]pyridin-3-yl}-6-(2,6-difluorophenyl)-5-fluoropicolinamide benzoate C(C1=CC=CC=C1)(=O)O.N[C@@H]1CN(C[C@@H]([C@H]1O)C)C1=C2C(=NC=C1NC(C1=NC(=C(C=C1)F)C1=C(C=CC=C1F)F)=O)[C@@H](CC2)O